C(C)(C)(C)OC([C@H](C)OC1=C(C=C(C=C1)F)C1=NOCC1OCCCC)=O (2S)-2-[4-fluoro-2-(4-butoxy-4,5-dihydroisoxazol-3-yl)phenoxy]propionic acid tert-butyl ester